Cl.Cl.OCCNC1CN(CC1)C=1N=NC(=CN1)C1=C(C=C(C=C1)C=1C=NNC1)O 2-(3-{3-[(2-hydroxyethyl)amino]pyrrolidin-1-yl}-1,2,4-triazin-6-yl)-5-(1H-pyrazol-4-yl)phenol dihydrochloride